CON(C(=O)C1CCC(CC1)C(=O)N(C)OC)C N1,N4-dimethoxy-N1,N4-dimethylcyclohexane-1,4-dicarboxamide